ClC=1C(=NC(=NC1)NC1=CC(=C(C=C1OC(C)C)C1CCN(CC1)CC=1C=C(C=CC1)N1C(NC(CC1)=O)=O)C)NC1=C(C=CC=C1)S(=O)(=O)C(C)C 1-(3-((4-(4-((5-chloro-4-((2-(isopropylsulfonyl)phenyl)amino)pyrimidin-2-yl)amino)-5-isopropoxy-2-methylphenyl)piperidin-1-yl)methyl)phenyl)dihydropyrimidine-2,4(1H,3H)-dione